FC(F)(F)S(=O)(=O)[O-].[Li+] lithium trifluoromethyl-sulphonate